N-hexyl-1,2,3,4-tetrahydroquinoline C(CCCCC)N1CCCC2=CC=CC=C12